Methyl-4-((2R,5S)-3-(3-chloro-4-nitrophenyl)-2-(trifluoromethyl)oxazolidin-5-carbonyl)piperazin-1-carboxylat COC(=O)N1CCN(CC1)C(=O)[C@@H]1CN([C@H](O1)C(F)(F)F)C1=CC(=C(C=C1)[N+](=O)[O-])Cl